C1(CC1)C1=C(C=NC2=CC=C(N=C12)C(F)(F)F)NC1=CC=C(C=C1)[C@@H](C(F)(F)F)N(C(=O)C1CCS(CC1)(=O)=O)C (S)-N-(1-(4-((4-cyclopropyl-6-(trifluoromethyl)-1,5-naphthyridin-3-yl)amino)phenyl)-2,2,2-trifluoroethyl)-N-methyltetrahydro-2H-thiopyran-4-carboxamide 1,1-dioxide